N-(3-Fluorophenyl)-N1-(4-methoxyphenyl)-6-morpholin-4-yl-[1,3,5]triazine-2,4-diamine hydrochloride Cl.FC=1C=C(C=CC1)NC1N(C(=NC(=N1)N)N1CCOCC1)C1=CC=C(C=C1)OC